C(C)(C)(C)OC(N[C@@H]1[C@H]2CC([C@@H](C1)O2)CO)=O |r| (rac-(1R,2S,4R)-5-(hydroxymethyl)-7-oxabicyclo[2.2.1]hept-2-yl)carbamic acid tert-butyl ester